N1=CC=CC=C1.F hydrogen fluoride pyridine salt